[1,2,4]Triazole-2-carboxamide N=1N(C=NC1)C(=O)N